5-tert-butyl 3-ethyl 11-chloro-1,5,8,12-tetra-azatricyclo[7.3.0.02,6]dodeca-2(6),7,9,11-tetraene-3,5-dicarboxylate ClC=1C=C2N=CC=3N(CC(C3N2N1)C(=O)OCC)C(=O)OC(C)(C)C